[Na+].[Na+].P(=O)(O)(O)OCC(C(=O)[O-])O.P(=O)(O)(O)OCC(C(=O)[O-])O D-(-)-3-phosphoglycerate disodium salt